N[C@H]1C2N(CC1CC2)C(=O)C2=CC1=C(C(=C(O1)C1=CC=3C(=NC(=CC3)Cl)N1CC1CC1)C)C(=C2)OC ((7R)-7-Amino-2-azabicyclo[2.2.1]heptan-2-yl)(2-(6-chloro-1-(cyclopropylmethyl)-1H-pyrrolo[2,3-b]pyridin-2-yl)-4-methoxy-3-methylbenzofuran-6-yl)methanone